ClC1=C(C#N)C=C(C=C1)N1C=C(C=2[C@@H](C(CCC12)(F)F)O)S(=O)(=O)C(F)F (S)-2-chloro-5-(3-((difluoromethyl)sulfonyl)-5,5-difluoro-4-hydroxy-4,5,6,7-tetrahydro-1H-indol-1-yl)benzonitrile